C1=CC=C(C=C1)CC2NC3=C(C=C(C(=C3)C(F)(F)F)S(=O)(=O)N)S(=O)(=O)N2 The molecule is a sulfonamide consisting of 7-sulfamoyl-3,4-dihydro-2H-1,2,4-benzothiadiazine 1,1-dioxide in which the hydrogen at position 6 is substituted by a trifluoromethyl group and that at position 3 is substituted by a benzyl group. It has a role as a diuretic and an antihypertensive agent. It is a benzothiadiazine and a sulfonamide.